CP(=O)(C)C1=CC=C(C(=N1)OC)NC1=NNC2=CC(=CC=C12)[C@@H]1C[C@@]12C(NC1=CC=C(C=C21)OC)=O (1R,2S)-2-(3-{[6-(dimethylphosphoryl)-2-methoxypyridin-3-yl]amino}-1H-indazol-6-yl)-5'-methoxyspiro[cyclopropane-1,3'-indol]-2'(1'H)-one